ClC(C(=NO)Cl)=NO dichloroglyoxal dioxime